3-(5-(2,4-dioxotetrahydropyrimidin-1(2H)-yl)-2-fluoro-4-methylbenzoyl)-3-azaspiro[5.5]undecane-9-carbaldehyde O=C1N(CCC(N1)=O)C=1C(=CC(=C(C(=O)N2CCC3(CC2)CCC(CC3)C=O)C1)F)C